OC1CC(OC1)CN1CC2=CC=C3C(=C2CC1)C=C(N3)C=O {7-[(4-hydroxytetrahydrofuran-2-yl)methyl]-6,7,8,9-tetrahydro-3H-pyrrolo[3,2-f]isoquinolin-2-yl}methanone